trans-8-((4-(cyclopropyl(phenyl)amino)cyclohexyl)(methyl)amino)-5-methyl-6-oxo-5,6-dihydro-1,5-naphthyridine-2-carbonitrile C1(CC1)N([C@@H]1CC[C@H](CC1)N(C1=CC(N(C=2C=CC(=NC12)C#N)C)=O)C)C1=CC=CC=C1